COC(=O)C(CNCCC[Si](OC)(OC)OC)CC(=O)OC N-[2,3-bis(methoxycarbonyl)]propyl-3-aminopropyltrimethoxysilane